(R,E)-tert-butyl 6-(((tert-butylsulfinyl)imino)methyl)-3,4-dihydro-1,5-naphthyridine-1(2H)-carboxylate C(C)(C)(C)[S@@](=O)\N=C\C=1N=C2CCCN(C2=CC1)C(=O)OC(C)(C)C